(8-(4-(2,6-bis(benzyloxy)pyridin-3-yl)-3,5-difluorophenyl)-2-oxa-8-azaspiro[4.5]decan-3-yl)methyl acetate C(C)(=O)OCC1OCC2(C1)CCN(CC2)C2=CC(=C(C(=C2)F)C=2C(=NC(=CC2)OCC2=CC=CC=C2)OCC2=CC=CC=C2)F